N-(1',2'-dihydrospiro[cyclopropane-1,3'-pyrrolo[3,2-C]pyridin]-6'-yl)acetamide Lithium 5-chloro-3-((2-isopropyl-2-azaspiro[3.3]heptan-6-yl)oxy)thiophene-2-carboxylate ClC1=CC(=C(S1)C(=O)[O-])OC1CC2(CN(C2)C(C)C)C1.[Li+].N1CC2(C=3C=NC(=CC31)NC(C)=O)CC2